C(C)N(C=1C=CC=2C(C3=CC=C(C=C3OC2C1)N(CC)CC)(NC1=C(C=CC=C1)Cl)C1=C(C(=O)O)C=CC=C1)CC 2-{3,6-bis(diethylamino)-9-(o-chloroanilino)xanthenyl}benzoic acid